3-((Boc)amino)bicyclo[1.1.1]pentane-1-carboxylic acid C(=O)(OC(C)(C)C)NC12CC(C1)(C2)C(=O)O